ClC1=CC(=C(C=C1Cl)O)CN1CCC(CC1)S(=O)(=O)C 4,5-dichloro-2-((4-(methylsulfonyl)piperidin-1-yl)methyl)phenol